4-[(5S)-5-(3,5-dichlorophenyl)-4,5-dihydro-5-(trifluoromethyl)-3-isoxazolyl]-2-methyl-N-(cis-1-oxido-3-thietanyl)benzamide tert-butyl-N-[1-(pyridin-3-yl)piperidin-3-yl]carbamate C(C)(C)(C)OC(NC1CN(CCC1)C=1C=NC=CC1)=O.ClC=1C=C(C=C(C1)Cl)[C@@]1(CC(=NO1)C1=CC(=C(C(=O)NC2CS(C2)=O)C=C1)C)C(F)(F)F